5-methyl-2,5,8-triazaspiro[3.5]nonane-2-carboxylate CN1C2(CN(C2)C(=O)[O-])CNCC1